C1(=CC=CC=C1)[C@@H](C=1C=C(OCCNC(OC(C)(C)C)=O)C=CC1)C1CCNCC1 |o1:6| (+)-tert-Butyl N-[2-[3-[(S or R)-phenyl(4-piperidyl)methyl]phenoxy]ethyl]carbamate